4-(2-((3-isopropyl-2-(2-methylpyridin-4-yl)-1H-indol-5-yl)oxy)ethyl)morpholine Zirconium-nickel-tin [Sn].[Ni].[Zr].C(C)(C)C1=C(NC2=CC=C(C=C12)OCCN1CCOCC1)C1=CC(=NC=C1)C